O=C1COC2(CCCN(C2)C([C@H](C)C2=CC=CC=C2)=O)CCN1CC(=O)O 2-(9-oxo-2-((R)-2-phenylpropanoyl)-7-oxa-2,10-diaza-spiro[5.6]dodecan-10-yl)acetic acid